isopropyl stearate (isopropyl stearate) C(C)(C)C(C(=O)O)CCCCCCCCCCCCCCCC.C(CCCCCCCCCCCCCCCCC)(=O)OC(C)C